CNC1=C(N=C2N1C=CC(=C2)C#N)C2=CC=C(C=C2)OCC=2C=NC=CC2 3-(Methylamino)-2-[4-(pyridin-3-ylmethoxy)phenyl]imidazo[1,2-a]pyridine-7-carbonitrile